(R)-6-(3-(3-(3-hydroxy-1-methyl-2-oxopyrrolidin-3-yl)isoxazol-5-yl)phenyl)picolinamide O[C@@]1(C(N(CC1)C)=O)C1=NOC(=C1)C=1C=C(C=CC1)C1=CC=CC(=N1)C(=O)N